C(=C)P(OCC\C=C/CCCC)(OCCCOP(OCC\C=C/CCCC)(=O)C=C)=O Di((Z)-oct-3-en-1-yl) propan-1,3-diyl bis(vinylphosphonate)